BrC1=NN(C(=C1C#N)NC1=CC=C(C=N1)C#CCCCCC(=O)OC(C)(C)C)COCC[Si](C)(C)C tert-butyl 7-{6-[(3-bromo-4-cyano-1-{[2-(trimethylsilyl)ethoxy]methyl}-1H-pyrazol-5-yl)amino]pyridin-3-yl}hept-6-ynoate